ClC=1C=C(C=C(C1)C=1C2=C(N=C(N1)N1[C@H](CC1)C)CCC2)[C@@H]2[C@H](C2)C(=O)O (1S,2S)-2-[3-chloro-5-[2-[(2S)-2-methylazetidin-1-yl]-6,7-dihydro-5H-cyclopenta[d]pyrimidin-4-yl]phenyl]cyclopropanecarboxylic acid